3-{[1-({[2-(trimethylsilyl)ethyl]oxy}methyl)-1H-imidazol-2-yl]methyl}azetidin-3-ol C[Si](CCOCN1C(=NC=C1)CC1(CNC1)O)(C)C